N-(4-(N,N-bis(4-methoxybenzyl)sulfamoyl)-2-(1,1-difluoropropyl)-2H-indazol-6-yl)-2-(2-chlorophenyl)acetamide COC1=CC=C(CN(S(=O)(=O)C=2C3=CN(N=C3C=C(C2)NC(CC2=C(C=CC=C2)Cl)=O)C(CC)(F)F)CC2=CC=C(C=C2)OC)C=C1